OC1CN(CC=C1C1=C(N=CS1)C)C(=O)OC(C)(C)C tert-butyl 3-hydroxy-4-(4-methylthiazol-5-yl)-3,6-dihydropyridine-1(2H)-carboxylate